1,5-dibromoanthracene-9,10-dione BrC1=CC=CC=2C(C3=C(C=CC=C3C(C12)=O)Br)=O